C(C1=CC=CC=C1)C(CC([NH-])C=1C=CC=C2C=CC=NC12)C#CC1=CC=C(C=C1)Cl (E)-3-benzyl-5-(4-chlorophenyl)-N-(quinolin-8-yl)pent-4-ynylamide